(2S)-N-[5-(2,4-difluorophenoxy)pyrazin-2-yl]-2-(3,3-dimethyl-4-{1-[2-(oxan-2-yloxy)ethyl]-6-oxopyridine-3-carbonyl}piperazin-1-yl)propanamide FC1=C(OC=2N=CC(=NC2)NC([C@H](C)N2CC(N(CC2)C(=O)C2=CN(C(C=C2)=O)CCOC2OCCCC2)(C)C)=O)C=CC(=C1)F